2-bromo-4-chlorodibenzo[b,d]furan BrC1=CC2=C(OC3=C2C=CC=C3)C(=C1)Cl